(S)-tert-Butyl 4-((R)-1-(4-methoxyphenyl)ethylamino)-2-oxa-8-azaspiro[4.5]-decane-8-carboxylate COC1=CC=C(C=C1)[C@@H](C)N[C@@H]1COCC12CCN(CC2)C(=O)OC(C)(C)C